piperidine-one N1C(CCCC1)=O